Benzo[1,3]dioxole-5-carboxylic acid [2-(4-ethyl-phenyl)-ethyl]-amide C(C)C1=CC=C(C=C1)CCNC(=O)C1=CC2=C(OCO2)C=C1